4-chlorobenzo[d]oxazole ClC1=CC=CC2=C1N=CO2